[C@H](C)(CC)NC=1N=CC2=C(N1)NC=C2C=2C=CC=1N(C2)C(=CN1)C(F)F (S)-N-(sec-butyl)-5-(3-(difluoromethyl)imidazo[1,2-a]pyridin-6-yl)-7H-pyrrolo[2,3-d]pyrimidin-2-amine